2-(2,6-Dioxopiperidin-3-yl)-5,6-difluoroisoindoline-1,3-dione Potassium acetate C(C)(=O)[O-].[K+].O=C1NC(CCC1N1C(C2=CC(=C(C=C2C1=O)F)F)=O)=O